2,3-dihydro-1H-pyrrolizine-1-carboxylic acid C1(CCN2C=CC=C12)C(=O)O